3-(2-carbamimidoyl-1H-pyrrol-1-yl)-propanoic acid C(N)(=N)C=1N(C=CC1)CCC(=O)O